sodium thiophosphonate P([O-])([O-])=S.[Na+].[Na+]